(1R,4R)-N1-(tetrahydro-2H-pyran-4-yl)cyclohexane-1,4-diamine O1CCC(CC1)NC1CCC(CC1)N